CC1=C(C=CC=C1)NC1=CC=C(C=C1)NC1=C(C=CC=C1)C N,N'-bis(methylphenyl)-1,4-phenylenediamine